(R)-N-(8-((2,6-dimethylbenzyl)amino)-2,3-dimethylimidazo[1,2-a]pyridin-6-yl)azetidine-2-carboxamide CC1=C(CNC=2C=3N(C=C(C2)NC(=O)[C@@H]2NCC2)C(=C(N3)C)C)C(=CC=C1)C